FC(C1=CC=C(C=C1)C=1C(=NN2C1N=C(NC2=O)S)C2=NC=CC=C2)F 8-[4-(difluoromethyl)phenyl]-7-(pyridin-2-yl)-2-sulfanyl-3H-pyrazolo[1,5-a][1,3,5]triazin-4-one